nitrodispiro[cyclopropane-1,1'-cyclohexane-4',3''-indoline] [N+](=O)([O-])N1CC2(C3=CC=CC=C13)CCC1(CC2)CC1